6-(3-phenylpropoxy)pyridine-3-boronic acid C1(=CC=CC=C1)CCCOC1=CC=C(C=N1)B(O)O